CN1N=CC(=C1)C=1N=C(C=2N(C1)N=CC2)C2=CC1C(CN(C1)C(=O)OC(C)(C)C)C2 tert-butyl 5-[6-(1-methylpyrazol-4-yl)pyrazolo[1,5-a]pyrazin-4-yl]-3,3a,6,6a-tetrahydro-1H-cyclopenta[c]pyrrole-2-carboxylate